2-cyclohexyl-6-phenyl-N4-(pyridin-4-yl)-1,3,5-triazine-2,4-diamine C1(CCCCC1)C1(NC(=NC(=N1)NC1=CC=NC=C1)C1=CC=CC=C1)N